2-chloro-N-ethyl-7-nitro-N-Phenylquinazolin-4-amine ClC1=NC2=CC(=CC=C2C(=N1)N(C1=CC=CC=C1)CC)[N+](=O)[O-]